ClC1=CC(=C(OC2=CC=C(C=C2)[C@@H]2CCCN3C2=NS(CC3)(=O)=O)C=C1OC)F (9S)-9-[4-(4-chloro-2-fluoro-5-methoxyphenoxy)phenyl]-3,4,6,7,8,9-hexahydropyrido[2,1-c][1,2,4]thiadiazine 2,2-dioxide